C(C)(C)(C)OC(=O)N1CCN(CC1)C1=NC(=NC(=C1C)Br)OC[C@H]1N(CCC1)C (S)-4-(6-bromo-5-methyl-2-((1-methylpyrrolidin-2-yl)methoxy)pyrimidin-4-yl)piperazine-1-carboxylic acid tert-butyl ester